(1R,2R,3aS,10aR)-1-[(1E,3ξ)-3-(1-butylcyclobutyl)-3-hydroxy-1-propen-1-yl]-2-hydroxy-5-methyl-2,3,3a,9,10,10a-hexahydro-1H-benzo[b]cyclopenta[f]oxepin-6-carboxylic acid C(CCC)C1(CCC1)C(/C=C/[C@H]1[C@@H](C[C@H]2[C@@H]1CCC1=C(O2)C(=C(C=C1)C(=O)O)C)O)O